2-(3-methyl-2-pyridyl)ethanamine CC=1C(=NC=CC1)CCN